O1OCC=CC2=C1C=CC=C2 benzodioxepine